methyl 2-[1-[(3-fluorophenyl)methyl]-5-oxopyrrolidin-2-yl]propionat FC=1C=C(C=CC1)CN1C(CCC1=O)C(C(=O)OC)C